CC1(N(C(C2=CC(=CC=C12)COC1=NC=CC2=C1C1C(C2)C1C(=O)[O-])C1=C(C=CC=C1)C(F)(F)F)C)C (1,1,2-trimethyl-3-(2-(trifluoromethyl)phenyl) isoindolin-5-yl)methoxy-5,5a,6,6a-tetrahydrocyclopropa[4,5]cyclopenta[1,2-c]pyridine-6-carboxylate